Potassium trisphosphonomethylamine oxide P(=O)(O)(O)C[N+](CP(=O)(O)O)(CP(=O)(O)O)[O-].[K]